BrC1=CC(=C(C(=O)NC=2C=C3C(=C(N2)N2CCC(CC2)(F)F)OCC3)C=C1)C1=CCC3(CC3)CC1 4-Bromo-N-(7-(4,4-difluoropiperidin-1-yl)-2,3-dihydrofuro[2,3-c]pyridin-5-yl)-2-(spiro[2.5]oct-5-en-6-yl)benzamide